C(C=C)N1N(C2=NC(=NC=C2C1=O)NC=1C=C2C=NN(C2=CC1)CC)C1=NC(=CC=C1)OC1CCNCC1 2-allyl-6-((1-ethyl-1H-indazol-5-yl)amino)-1-(6-(piperidin-4-yloxy)pyridin-2-yl)-1,2-dihydro-3H-pyrazolo[3,4-d]pyrimidin-3-one